C(C)C=1C=2N(C=C(N1)C)N=C(C2)C=2N=C1N(C(C2)=O)C=C(C=C1C)C1CCN(CC1)CC 2-(4-ethyl-6-methylpyrazolo[1,5-a]pyrazin-2-yl)-7-(1-ethylpiperidin-4-yl)-9-methyl-4H-pyrido[1,2-a]pyrimidin-4-one